C(C)OP(OCC)(OCC)=O triethoxyphosphine oxide